C(CCCCCCC\C=C/C\C=C/C\C=C/CC)(=O)OCCCCCCCCCCCCCC tetradecyl (9Z,12Z,15Z)-octadeca-9,12,15-trienoate